N[C@@H](CS)C(=O)OO peroxycysteine